C(C1=CC=CC=C1)OC=1C(=C2C=C(C=NC2=CC1)Br)CCCCN1C(C2=CC=CC=C2C1=O)=O 2-(4-(6-(benzyloxy)-3-bromoquinoline-5-yl)butyl)isoindoline-1,3-dione